(difluoromethyl)-5''-methoxy-N-(thiazolo[4,5-b]pyridin-2-yl)-[2,2':4',4''-terpyridin]-5'-carboxamide FC(F)C=1C(=NC=CC1)C1=NC=C(C(=C1)C1=CC=NC=C1OC)C(=O)NC=1SC=2C(=NC=CC2)N1